N2-cyclobutyl-6-phenyl-N4-(pyridin-4-yl)-1,3,5-triazine-2,4-diamine C1(CCC1)NC1=NC(=NC(=N1)NC1=CC=NC=C1)C1=CC=CC=C1